C(C)SC1=NC(=CC(=C1C(=O)NCC1=CC(=CC=C1)F)C)N(CCOC)CC1=CC=C(C=C1)F 2-Ethylsulfanyl-N-[(3-fluorophenyl)-methyl]-6-[(4-fluorophenyl)-methyl-(2-methoxy-ethyl)-amino]-4-methyl-pyridine-3-carboxylic acid amide